6-[4-[acetyl-(3,3,3-trifluoropropyl)amino]-3-methyl-phenyl]-N-(3-pyridylmethyl)pyridine-3-carboxamide C(C)(=O)N(C1=C(C=C(C=C1)C1=CC=C(C=N1)C(=O)NCC=1C=NC=CC1)C)CCC(F)(F)F